3-fluorotetrahydro-4H-pyran-4-one FC1COCCC1=O